5,10,15,20-tetrakis-(4-methylphenyl)porphyrin tert-butyl-N-[benzenesulfonyl-(2-fluorophenyl)methyl]carbamate C(C)(C)(C)N(C(O)=O)C(C1=C(C=CC=C1)F)S(=O)(=O)C1=CC=CC=C1.CC1=CC=C(C=C1)C=1C2=CC=C(N2)C(=C2C=CC(C(=C3C=CC(=C(C=4C=CC1N4)C4=CC=C(C=C4)C)N3)C3=CC=C(C=C3)C)=N2)C2=CC=C(C=C2)C